2-[(4-{6-[(2,4-difluorobenzyl)oxy]pyridin-2-yl}piperidin-1-yl)methyl]-1-[(1-ethyl-1H-imidazol-5-yl)methyl]-1H-benzimidazole-6-carboxylic acid FC1=C(COC2=CC=CC(=N2)C2CCN(CC2)CC2=NC3=C(N2CC2=CN=CN2CC)C=C(C=C3)C(=O)O)C=CC(=C1)F